hydroxy-5,6,7,8,3'-pentamethoxyflavone OC1=C(OC2=C(C(=C(C(=C2C1=O)OC)OC)OC)OC)C1=CC(=CC=C1)OC